CC(CC)\C=C\C1C(C(=CC1)C)(C)C (E)-3-methyl-5-(2,2,3-trimethylcyclopent-3-en-1-yl)pent-4-en